C(C1=CC=CC=C1)OCCOC1CCNCC1 4-(2-(benzyloxy)ethoxy)piperidine